tert-butyl N-[3-[6-[(3,6-dichloro-5-cyano-2-pyridyl)amino]-3-[2-(methylamino)-2-oxo-ethoxy]-2-oxo-1-quinolyl]propyl]carbamate ClC=1C(=NC(=C(C1)C#N)Cl)NC=1C=C2C=C(C(N(C2=CC1)CCCNC(OC(C)(C)C)=O)=O)OCC(=O)NC